5-[6-(4-methoxyphenyl)pyrimidyl]quinoline COC1=CC=C(C=C1)C1=CC=NC(=N1)C1=C2C=CC=NC2=CC=C1